[Si](C)(C)(C(C)(C)C)OC(CN1C(=NC(=C1C1=CC=CC=C1)C#N)COCC)(C)C 1-{2-[(tert-butyldimethylsilyl)oxy]-2-methylpropyl}-2-(ethoxymethyl)-5-phenyl-1H-imidazole-4-carbonitrile